3-(3-amino-8-chloro-6-isoquinolinyl)-1,4-dimethyl-pyridin-2-one NC=1N=CC2=C(C=C(C=C2C1)C=1C(N(C=CC1C)C)=O)Cl